C(C)(C)(C)OC(=O)N1CC(C(CC1)N1CC(C1)N1CCNCC1)(F)F.C(C)OC=1C(=CC(=C(C1)N1CCC(CC1)N1CCNCC1)CC)[N+](=O)[O-] 4-(1-(5-ethoxy-2-ethyl-4-nitrophenyl)piperidin-4-yl)piperazine tert-butyl-3,3-difluoro-4-[3-(piperazin-1-yl)azetidin-1-yl]piperidine-1-carboxylate